O1CCCC=2C(=CC=CC12)C(=O)OC Methyl chromane-5-carboxylate